Isodecanol isononanoate C(CCCCCC(C)C)(=O)OCCCCCCCC(C)C